5-bromo-3,5'-difluoro-2'-methyl-2,3'-bipyridine BrC=1C=C(C(=NC1)C=1C(=NC=C(C1)F)C)F